[N+](=O)([O-])C1=C(N)C(=CC=C1)C(F)(F)F 2-Nitro-6-(trifluoromethyl)aniline